CN1C=NC2=C1C=C(C=C2)C2=CC=CN1C2=NS(CC1)(=O)=O 9-(1-methyl-1H-benzimidazol-6-yl)-3,4-dihydropyrido[2,1-c][1,2,4]thiadiazine 2,2-dioxide